CN1N=CC(=C1)NC1=NC=C(C(=N1)NCC1=C(C=CC=C1)S(=O)(=O)C)C(=O)N 2-[(1-methyl-1H-pyrazol-4-yl)amino]-4-[[2-(methylsulfonyl)benzyl]amino]pyrimidin-5-carboxamide